diethoxyanthracene C(C)OC=1C2=CC=CC=C2C(=C2C=CC=CC12)OCC